C1=CC=C(C=C1)N=C=O The molecule is an isocyanate composed of a benzene ring bearing a single isocyanato substituent. It has a role as a hapten and an allergen. It is a member of isocyanates and a member of benzenes.